N1CC(C1)OC=1C=CC(=C(C(=O)OC)C1)NC(C(=O)NCC1=CC=C(C=C1)Cl)=O methyl 5-(azetidin-3-yloxy)-2-(2-((4-chlorobenzyl)amino)-2-oxoacetamido)benzoate